ClC1=C(C(=NC(=C1)C)C)N 4-chloro-2,6-dimethylpyridin-3-amine